BrC1=C(CN(C(C(C)(C)C)=O)CC(=O)NC2=C(C=C3CC4(C(NC5=NC=CC=C54)=O)CC3=C2)C)C=CC=C1 N-(2-Bromobenzyl)-N-(2-((5-methyl-2'-oxo-1,1',2',3-tetrahydrospiro[indene-2,3'-pyrrolo[2,3-b]pyridin]-6-yl)amino)-2-oxoethyl)pivalamide